7-fluoro-8-(6-((2-(4-fluoropiperidin-1-yl)ethoxy)methyl)pyridin-3-yl)-1-isopropyl-3-methyl-1H-imidazo[4,5-c]cinnolin-2(3H)-one FC=1C(=CC=2C3=C(N=NC2C1)N(C(N3C(C)C)=O)C)C=3C=NC(=CC3)COCCN3CCC(CC3)F